1,3,5-triethynylbenzene C(#C)C1=CC(=CC(=C1)C#C)C#C